2,2',2''-(10-(isoquinolin-3-ylmethyl)-1,4,7,10-tetraazacyclododecane-1,4,7-triyl)triacetic acid C1=NC(=CC2=CC=CC=C12)CN1CCN(CCN(CCN(CC1)CC(=O)O)CC(=O)O)CC(=O)O